N-benzyl-N-(4-methoxyphenyl)benzamide C(C1=CC=CC=C1)N(C(C1=CC=CC=C1)=O)C1=CC=C(C=C1)OC